C(OC1=CC=C(C=C1)CCCCCCCCC)(OC1=CC=C(C=C1)CCCCCCCCC)=O di(4-n-nonylphenyl) carbonate